tert-butyl (S)-(2-((5-amino-6-((2-(1-(4-((6-amino-2-butoxy-8-oxo-7,8-dihydro-9H-purin-9-yl)methyl)benzyl)piperidin-4-yl)ethyl)amino)-6-oxohexyl)amino)-2-oxoethoxy)carbamate N[C@@H](CCCCNC(CONC(OC(C)(C)C)=O)=O)C(=O)NCCC1CCN(CC1)CC1=CC=C(C=C1)CN1C2=NC(=NC(=C2NC1=O)N)OCCCC